CS(=O)(=O)[O-].C(CCCC)[NH+]1CCC(CC1)CCCC 1-Pentyl-4-butylpiperidinium methansulfonat